5-[4-[2-[3-[4-(ethylsulfonylamino)-2-(6-methyl-7-oxo-1H-pyrrolo[2,3-c]pyridin-4-yl)phenoxy]phenoxy]ethoxy]-1-piperidyl]pyrimidine-2-carboxylic acid C(C)S(=O)(=O)NC1=CC(=C(OC=2C=C(OCCOC3CCN(CC3)C=3C=NC(=NC3)C(=O)O)C=CC2)C=C1)C=1C2=C(C(N(C1)C)=O)NC=C2